ONC(CCCCCCNC1=NC=2N(C(=C1)C1=CC(=CC=C1)OC)N=CC2)=O N-hydroxy-7-((7-(3-methoxyphenyl)pyrazolo[1,5-a]pyrimidin-5-yl)amino)heptanamide